1-(1-(3-hydroxyphenyl)ethyl)-1H-imidazole-5-carboxylic acid ethyl ester C(C)OC(=O)C1=CN=CN1C(C)C1=CC(=CC=C1)O